OC(COC(C(=C)C)=O)CO 2-methyl-2-propenoic Acid-2,3-dihydroxypropyl ester